Ethyl 2-((1R,3R)-3-((S)-1,1-dimethylethylsulfinamido)-1-hydroxy-4-methylpentyl)thiazole-4-carboxylate CC(C)(C)[S@](=O)N[C@H](C[C@@H](O)C=1SC=C(N1)C(=O)OCC)C(C)C